BrC1=CC=C(C=C1)C=1OC(=CN1)C=O 2-(4-bromophenyl)oxazole-5-carbaldehyde